FN1N2C(=CC(=C1C=1C(=NC=CC1)O[C@@H](C(F)(F)F)C)C)N=NC2COC 5-fluoro-6-[(1R)-2,2,2-trifluoro-1-methyl-ethoxyl-3-pyridyl]-3-(methoxymethyl)-7-methyl-[1,2,4]triazolo[4,3-b]pyridazine